C(C)(C)(C)OC(=O)N[C@@H](CC1=CC(=CC(=C1)F)F)C1=C(C=C2C(=N1)C=NN2COCC[Si](C)(C)C)C=2C=CC(=C(C(=O)OC)C2)Cl methyl (S)-5-(5-(1-((tert-butoxycarbonyl)amino)-2-(3,5-difluorophenyl)ethyl)-1-((2-(trimethylsilyl)ethoxy)methyl)-1H-pyrazolo[4,3-b]pyridin-6-yl)-2-chlorobenzoate